Methyl-5-benzyl-3-((2-methylimidazo[1,2-a]pyridine-8-carboxamido)methyl)-4,5-dihydroisoxazole CC1C(=NOC1CC1=CC=CC=C1)CNC(=O)C=1C=2N(C=CC1)C=C(N2)C